N-(2,2-difluoro-3β,7β-dihydroxy-5β-cholan-24-oyl)1,1-dioxidotetrahydro-2H-thiopyran-3-ylamine FC1([C@@H](C[C@H]2C[C@@H]([C@H]3[C@@H]4CC[C@H]([C@@H](CCC(=O)NC5CS(CCC5)(=O)=O)C)[C@]4(CC[C@@H]3[C@]2(C1)C)C)O)O)F